O1C(=NN=C1)C1(CC1)C(=O)N1C(CCC1)C(=O)N 1-[1-(1,3,4-oxadiazol-2-yl)cyclopropanecarbonyl]pyrrolidine-2-carboxamide